(R)-(4-((2-(1H-pyrazol-4-yl)ethyl)amino)-5,6-dimethylpyrimidin-2-yl)(2-(3-fluorophenyl)pyrrolidin-1-yl)methanone N1N=CC(=C1)CCNC1=NC(=NC(=C1C)C)C(=O)N1[C@H](CCC1)C1=CC(=CC=C1)F